C1=CC(=CC=C1N2N=C(N=[N+]2C3=CC=C(C=C3)[N+](=O)[O-])C4=C(C=C(C=C4)S(=O)(=O)[O-])S(=O)(=O)[O-])I.[Na+] 2-(4-iodophenyl)-3-(4-nitrophenyl)-5-(2,4-disulfophenyl)-2H-tetrazolium sodium salt